C(CCCC)C1CCC(CC1)C1(CCCCC1)C1=CC=C(OC2=C(C=C(C=C2)N)N)C=C1 1-(4-(4-pentylcyclohexylcyclohexyl)phenoxy)-2,4-diaminobenzene